OCC1C(C(C(C(O1)OC)O)O)O 6-(hydroxymethyl)-2-methoxytetrahydro-2H-pyran-3,4,5-triol